NC(C(=O)O)C(CCCC)N 2,3-diaminoheptanoic acid